3,6-dihydro-2H-thiopyran-4-yl trifluoromethanesulfonate FC(S(=O)(=O)OC=1CCSCC1)(F)F